[K].C1CO1 ethylene oxide potassium